2-{3-[(cyclobutyloxy)methyl]-[1,4'-bipiperidin]-1'-yl}-N-[(3,5-difluoropyridin-2-yl)methyl]-1,3-thiazole-5-carboxamide C1(CCC1)OCC1CN(CCC1)C1CCN(CC1)C=1SC(=CN1)C(=O)NCC1=NC=C(C=C1F)F